3-bromo-5-chloro-N-methyl-4-(trifluoromethyl)aniline BrC=1C=C(NC)C=C(C1C(F)(F)F)Cl